ClC=1C(=C(CN2CCC(CC2)(C(=O)O)CC2=NC(=C(C=C2)C)NC2=NNC(=C2)C)C=CC1)F 1-(3-chloro-2-fluorobenzyl)-4-((5-methyl-6-((5-methyl-1H-pyrazol-3-yl)amino)pyridin-2-yl)methyl)piperidine-4-carboxylic acid